[1-[4-(6-oxaspiro[3.3]-heptan-2-ylamino)-5-oxido-6,7-dihydrothieno-[3,2-d]pyrimidin-5-ium-2-yl]azetidin-3-yl] thiazole-4-carboxylate S1C=NC(=C1)C(=O)OC1CN(C1)C=1N=C(C2=C(N1)CC[S+]2[O-])NC2CC1(C2)COC1